CC1=C(C(=CC(=C1)C)C)SC1=CC=C(C=C1)C(C(CCCCCC)=O)=NO 1-[4-(2,4,6-trimethylphenylthio)phenyl]-octane-1-one-2-one oxime